4-[6-(6-fluoroquinazolin-4-yl)-7,8-dihydro-5H-1,6-naphthyridin-3-yl]-2,2-dimethyl-morpholine FC=1C=C2C(=NC=NC2=CC1)N1CC=2C=C(C=NC2CC1)N1CC(OCC1)(C)C